ClC=1C(=NC=CC1)N1CC(CC1)C1=C(C(=O)O)C=C(C=C1)OC1=C(C=CC=C1)C(C)C 2-(1-(3-Chloropyridinyl)pyrrolidin-3-yl)-5-(2-isopropylphenoxy)benzoic acid